6-chloro-8-methoxy-2-methylimidazo[1,2-b]pyridazine ClC=1C=C(C=2N(N1)C=C(N2)C)OC